FC1=C(C=CC=C1)NC1=NC=2C(N=C1OC)=NON2 N-(2-FLUOROPHENYL)-6-METHOXY-[1,2,5]OXADIAZOLO[3,4-B]PYRAZIN-5-AMINE